bis(3-(4-borono-3-fluorobenzamido)propyl)glycine B(O)(O)C1=C(C=C(C(=O)NCCCN(CC(=O)O)CCCNC(C2=CC(=C(C=C2)B(O)O)F)=O)C=C1)F